ClC1=C(C=C(OCC(=O)NC23CC(C2)C3)C=C1)F 3-[2-(4-chloro-3-fluorophenoxy)acetamido]bicyclo[1.1.1]pentan